NC1=NC=CC(=C1F)CC=1C(=C(C(=C(C(=O)N)C1)NC=1C=CC2=C(C=CS2)C1)F)F 5-[(2-Amino-3-fluoropyridin-4-yl)methyl]-2-(1-benzothiophen-5-ylamino)-3,4-difluorobenzamide